5-(1,1-difluoroethyl)-7-fluoro-6,7-dihydro-5H-pyrrolo[1,2-b][1,2,4]triazole-2-carboxylic acid ethyl ester C(C)OC(=O)C=1N=C2N(N1)C(CC2F)C(C)(F)F